C(C)(C)(C)OC([C@@H](C([2H])([2H])C1=CC(=CC=C1)C=O)[C@@H]1CN(CC1)C(=O)OC(C)(C)C)=O tert-butyl (3R)-3-[(2S)-1-(tert-butoxy)-3-(3-formylphenyl)-1-oxo(3,3-2H2)propan-2-yl]pyrrolidine-1-carboxylate